tert-butyl 2-chloro-4-((2R,5S)-5-(cyanomethyl)-4-(4-methoxybenzyl)-2-(2-oxoethyl) piperazin-1-yl)-5,6-dihydropyrido[3,4-d]pyrimidine-7(8H)-carboxylate ClC=1N=C(C2=C(N1)CN(CC2)C(=O)OC(C)(C)C)N2[C@@H](CN([C@H](C2)CC#N)CC2=CC=C(C=C2)OC)CC=O